BrC1=CC(=C2C(=NC=NC2=C1)Cl)OC 7-bromo-4-chloro-5-methoxy-quinazoline